N[C@@]1(CN(CC1)C=1C(=NC=CC1C(=O)NC1CCCC1)C1=CC(=CC(=C1)F)F)C 3-[(3S)-3-amino-3-methylpyrrolidin-1-yl]-N-cyclopentyl-2-(3,5-difluorophenyl)pyridine-4-carboxamide